3-[[2-fluoro-3-[(isopropylsulfonimidoyl)amino]phenyl]methyl]-7-[(3-fluoro-2-pyridyl)oxy]-4-methyl-chromen-2-one FC1=C(C=CC=C1NS(=O)(=N)C(C)C)CC=1C(OC2=CC(=CC=C2C1C)OC1=NC=CC=C1F)=O